isotridecyl alcohol 3,5-di-t-butyl-4-hydroxy-phenylpropionate C(C)(C)(C)C=1C=C(C=C(C1O)C(C)(C)C)C(C(=O)OCCCCCCCCCCC(C)C)C